CC1=CC=C(C=C1)S(=O)(=O)NCCCNS(=O)(=O)C1=CC=C(C=C1)C 4-methyl-N-[3-(p-tolylsulfonylamino)propyl]benzenesulfonamide